N1CC(=C2N1C=CC=N2)C(=O)N 1H-pyrazolo[1,5-a]pyrimidine-3-carboxamide